(1-(pyridin-4-ylmethyl)-1H-pyrazol-3-yl)propenamide N1=CC=C(C=C1)CN1N=C(C=C1)C(C(=O)N)=C